[H-].[N-]=C=O.[N-]=C=O.CC=1C(=C(C(=C(C1C)C)C)C)C tetramethylxylene diisocyanate hydride